4,4'-(5-bromopentane-1,1-diyl)bis(fluorobenzene) BrCCCCC(C1=CC=C(C=C1)F)C1=CC=C(C=C1)F